(S)-2-(4-(6-(4-chloro-2-fluorobenzyloxy)-3,5-difluoropyridin-2-yl)-2-fluorobenzyl)-3-(oxetan-2-ylmethyl)-3H-benzo[d]imidazole-5-carboxylic acid ClC1=CC(=C(COC2=C(C=C(C(=N2)C2=CC(=C(CC=3N(C4=C(N3)C=CC(=C4)C(=O)O)C[C@H]4OCC4)C=C2)F)F)F)C=C1)F